C(CCC)C1=CC=C(CC2=NOC(=N2)CC(C(=O)OCCC2=NN=NN2CC2=CC=C(C=C2)OC)=C)C=C1 2-(1-(4-methoxybenzyl)-1H-tetrazol-5-yl)ethyl 2-((3-(4-butylbenzyl)-1,2,4-oxadiazol-5-yl)methyl)acrylate